methyl (E)-3-(3-(4-hydroxybut-2-en-2-yl)phenyl)propanoate OC/C=C(\C)/C=1C=C(C=CC1)CCC(=O)OC